ClC=1C=CC(N(N1)C=1C=NC(=CC1)N[C@@H]1C[C@H](CC1)NC=1N=NC(=CN1)C)=O 6-Chloro-2-(6-(((1S,3S)-3-((6-methyl-1,2,4-triazin-3-yl)amino)cyclopentyl)amino)pyridin-3-yl)pyridazin-3(2H)-one